2,8-dichloro-6-(3,5-dimethoxyphenyl)quinazoline tert-butyl-(2S,5R)-4-(1-(4-(methoxycarbonyl)phenyl)ethyl)-2,5-dimethylpiperazine-1-carboxylate C(C)(C)(C)OC(=O)N1[C@H](CN([C@@H](C1)C)C(C)C1=CC=C(C=C1)C(=O)OC)C.ClC1=NC2=C(C=C(C=C2C=N1)C1=CC(=CC(=C1)OC)OC)Cl